2,4-dichloro-3-((1,4-dimethyl-6-(trifluoromethoxy)-1H-indol-3-yl)methyl)benzoic acid ClC1=C(C(=O)O)C=CC(=C1CC1=CN(C2=CC(=CC(=C12)C)OC(F)(F)F)C)Cl